N-((S)-(7-((R)-Cyclopropyl(4,4,4-trifluorobutanamido)methyl)-3-fluoroimidazo[1,2-a]pyrimidin-2-yl)(4,4-difluorocyclohexyl)methyl)-1-isopropyl-1H-pyrazole-5-carboxamide C1(CC1)[C@H](C1=NC=2N(C=C1)C(=C(N2)[C@@H](NC(=O)C2=CC=NN2C(C)C)C2CCC(CC2)(F)F)F)NC(CCC(F)(F)F)=O